1,3-dicyclohexyl-2-butene-1-one C1(CCCCC1)C(C=C(C)C1CCCCC1)=O